2-methoxy-N-(2-methoxyethyl)-N-methyl-5-nitro-aniline COC1=C(N(C)CCOC)C=C(C=C1)[N+](=O)[O-]